2-(3-cyclohexenyl)ethylmethyldichlorosilane tert-butyl-4-(5-(4-fluorobenzoyl)pyrimidin-2-yl)piperazine-1-carboxylate C(C)(C)(C)OC(=O)N1CCN(CC1)C1=NC=C(C=N1)C(C1=CC=C(C=C1)F)=O.C1(CC=CCC1)CC[Si](Cl)(Cl)C